1-(3-amino-2,4-difluorophenyl)-2-bromoethan-1-one NC=1C(=C(C=CC1F)C(CBr)=O)F